C(C)(C)(C)C1=NOC(=N1)C=1C(=NC(=NC1)NC1=CC(=C(C=C1)S(=O)(=O)C)Cl)N[C@H](CO)C1=CC=CC=C1 (2S)-2-[[5-(3-tert-butyl-1,2,4-oxadiazol-5-yl)-2-(3-chloro-4-methylsulfonyl-anilino)pyrimidin-4-yl]amino]-2-phenyl-ethanol